ClC1=CC=CC=2C(N([C@H]3C=4N([C@@H](C21)C3)C3=C(N4)C=CC(=C3)C=3C=NC(=NC3)C(C)(C)O)C([2H])([2H])[2H])=O (7R,14R)-1-chloro-11-(2-(2-hydroxypropan-2-yl)pyrimidin-5-yl)-6-(methyl-d3)-6,7-dihydro-7,14-methanobenzo[f]benzo[4,5]imidazo[1,2-a][1,4]diazocin-5(14H)-one